C(C)(C)OC1=NC=CC=C1B1OC(C(O1)(C)C)(C)C 2-isopropoxy-3-(4,4,5,5-tetramethyl-1,3,2-dioxaborolan-2-yl)pyridine